3,3-dinitrosalicylic acid [N+](=O)([O-])C1(C(C(C(=O)O)=CC=C1)O)[N+](=O)[O-]